n-amyl alcohol chloroacetate ClCC(=O)OCCCCC